(R)-1-(3,3-Difluoro-4-((5-(3-(2-fluoroethyl)-3H-imidazo[4,5-b]pyridin-5-yl)-4-(methylamino)pyrrolo[2,1-f][1,2,4]triazin-2-yl)amino)piperidin-1-yl)ethan-1-one FC1(CN(CC[C@H]1NC1=NN2C(C(=N1)NC)=C(C=C2)C2=CC=C1C(=N2)N(C=N1)CCF)C(C)=O)F